FC(C=1N=C2N(C(=CC=C2)NC2CCC(CC2)NC(=O)C=2C3=CNN=C3C=CC2)C1)(F)F N-[(1s,4s)-4-{[2-(trifluoromethyl)imidazo[1,2-a]pyridin-5-yl]amino}cyclohexyl]-2H-indazole-4-carboxamide